4,4,5,5,6,6,7,7,10,11,11,12,12,13,13,14,14,15,15,15-eicosafluoro-9-pentadecen-1-ol FC(CCCO)(C(C(C(CC=C(C(C(C(C(C(F)(F)F)(F)F)(F)F)(F)F)(F)F)F)(F)F)(F)F)(F)F)F